N-acetylthiourea CC(=O)NC(=S)N